C[C@H]1C(NC=2C=CC=NC2C=2C=CC=C([C@H](CCC1)NC(OC(C)(C)C)=O)C2)=O tert-Butyl N-[(10R,14S)-10-methyl-9-oxo-3,8-diazatricyclo[13.3.1.02,7]nonadeca-1(19),2(7),3,5,15,17-hexaen-14-yl]carbamate